ethyl (S)-2-((4-(2-(4-chloro-2-fluorophenyl)-2-methylbenzo[d][1,3]dioxol-4-yl) piperidin-1-yl) methyl)-1H-imidazole-5-carboxylate ClC1=CC(=C(C=C1)[C@@]1(OC2=C(O1)C=CC=C2C2CCN(CC2)CC=2NC(=CN2)C(=O)OCC)C)F